C12C(C3CC(CC(C1)C3)C2)NC(=O)C=2NC=C(C2)C=2C(=NC(=CC2)F)F N-(adamantan-2-yl)-4-(2,6-difluoropyridin-3-yl)-1H-pyrrole-2-carboxamide